ClC=1C=C(C=CC1Cl)C=1C(N(C(N(C1)CC(N1CCC(CC1)N1C(NC2=C(CC1)C=CC=C2)=O)=O)=O)C)=O 5-(3,4-dichloro-phenyl)-3-methyl-1-{2-oxo-2-[4-(2-oxo-1,2,4,5-tetrahydro-benzo[d][1,3]diazepin-3-yl)-piperidin-1-yl]-ethyl}-1H-pyrimidin-2,4-dion